N-(3-cyano-5-methylphenyl)-N-{4-[2-(2,6-dichlorophenyl)acetamido]pyridin-2-yl}acetamide benzyl-4-(2-fluoropyrimidin-5-yl)-3,6-dihydropyridine-1(2H)-carboxylate C(C1=CC=CC=C1)OC(=O)N1CCC(=CC1)C=1C=NC(=NC1)F.C(#N)C=1C=C(C=C(C1)C)N(C(C)=O)C1=NC=CC(=C1)NC(CC1=C(C=CC=C1Cl)Cl)=O